COC1=C(C=C(C=C1)CS(=O)(=O)\C=C\C1=C(C=C(C=C1OC)OC)OC)NCC(=O)O 2-[[2-methoxy-5-[[(E)-2-(2,4,6-trimethoxyphenyl)ethenyl]sulfonylmethyl]phenyl]amino]acetic acid